1-allyl-4-chloro-3-fluoro-3-methyl-1,3-dihydro-2,1-benzothiazole-7-amine 2,2-dioxide C(C=C)N1S(C(C2=C1C(=CC=C2Cl)N)(C)F)(=O)=O